2-(6-(6-((cis)-2,6-dimethylmorpholino)pyridin-2-yl)isoquinolin-3-yl)-N-(1-((2-hydroxyethyl)sulfonyl)piperidin-4-yl)acetamide C[C@@H]1O[C@@H](CN(C1)C1=CC=CC(=N1)C=1C=C2C=C(N=CC2=CC1)CC(=O)NC1CCN(CC1)S(=O)(=O)CCO)C